tin-silver antimony [Sb].[Ag].[Sn]